CN(C)CC1=CC=C(N(CC2=CC(=CC=C2)N2CCCC2)CC2=CC(=CC=C2)OC)C=C1 4-((dimethylamino)methyl)-N-(3-methoxybenzyl)-N-(3-(pyrrolidin-1-yl)benzyl)aniline